Cl.NC1CCC(CC1)CN1C(\C(\C2=CC(=CC=C12)C=1SC=C(N1)C)=C/C=1NC(=CC1C)C)=O (Z)-1-(((1r,4r)-4-aminocyclohexyl)methyl)-3-((3,5-dimethyl-1H-pyrrol-2-yl)methylene)-5-(4-methylthiazol-2-yl)indol-2-one hydrochloride